C1(=CC=CC=C1)C=CC(CCC1=CC=CC=C1)=O 1,5-diphenyl-1-pentene-3-one